F[B-](F)(F)F.[Cu+2].F[B-](F)(F)F copper (II) tetrafluoroborate